4-bromo-2-(2-(tert-butoxy)ethoxy)-8-((2-fluorophenyl)amino)-5,7-dimethyl-3,4-dihydro-2,7-naphthyridine-1,6(2h,7h)-dione BrC1CN(C(C2=C(N(C(C(=C12)C)=O)C)NC1=C(C=CC=C1)F)=O)OCCOC(C)(C)C